(S)-1-(5-(6-chloro-3-(1H-imidazol-1-yl)-5-methoxy-1-methyl-1H-pyrrolo[3,2-b]pyridin-2-yl)-1H-1,2,4-triazol-3-yl)-2,2,2-trifluoroethan-1-ol ClC=1C=C2C(=NC1OC)C(=C(N2C)C2=NC(=NN2)[C@@H](C(F)(F)F)O)N2C=NC=C2